BrC=1C=2N(C=C(C1)C1CC1)C=C(N2)[C@@H](C)NC2=CC=C1C(=CC(=NC1=C2)[C@@H]2[C@H](C2)C2=NC=CC(=N2)C)O 7-(((R)-1-(8-bromo-6-cyclopropylimidazo[1,2-a]pyridin-2-yl)ethyl)amino)-2-((1S,2S)-2-(4-methylpyrimidin-2-yl)cyclopropyl)quinolin-4-ol